benzyl (3aR,7S)-1,1-dioxodihydro-1H,3H-3a,7-ethano-1λ6-[1,2,3]oxathiazolo[3,4-a]pyrazine-5(4H)-carboxylate O=S1(OC[C@]23N1[C@H](CN(C2)C(=O)OCC2=CC=CC=C2)CC3)=O